2,6-di-t-butyl-4-[(2-hydroxyphenyl)-1-piperidylmethyl]phenol C(C)(C)(C)C1=C(C(=CC(=C1)C(N1CCCCC1)C1=C(C=CC=C1)O)C(C)(C)C)O